dibutenyl carbonate C(OC=CCC)(OC=CCC)=O